p-Phenylenbissemicarbazid C1(=CC=C(C=C1)NNC(=O)N)NNC(=O)N